ClC1=C(C(=CC=C1)F)C(=O)N1C2[C@H]3CN(C[C@H]3C1CC2)C2=NC=C(C=C2)C=2C=1N(C=C(C2)OCC)N=C2C1C=NN2 (2-chloro-6-fluorophenyl)((3aR,7aS)-2-(5-(6-ethoxy-1H-pyrazolo[3',4':3,4]pyrazolo[1,5-a]pyridin-4-yl)pyridin-2-yl)octahydro-1H-4,7-epiminoisoindol-8-yl)methanone